N(=O)N(CCCC)CCCC N-nitrosodi-1-butylamine